ClC1=C(C=C(C(=C1)F)C1=C(C(=C(C(=C1F)F)F)F)F)S(=O)(=O)NC(N(C)C)=O 4-chloro-N-(dimethylcarbamoyl)-2',3',4',5',6,6'-hexafluoro-[1,1'-biphenyl]-3-sulfonamide